C(C1=C(C(=CC2=CC=CC=C12)C(=O)O)O)C1=C(C(=CC2=CC=CC=C12)C(=O)O)O 4,4'-methylenebis(3-hydroxy-2-naphthoic acid)